8-Bromo-6-chloro-3-cyclopropylimidazo[1,5-a]pyridine BrC=1C=2N(C=C(C1)Cl)C(=NC2)C2CC2